FC1=CC(=C(C=C1)N1N=CC=C1)C(C)O 1-(4-fluoro-2-(1-hydroxyethyl)phenyl)-1H-pyrazol